FC1=C(C=C(C=C1)C1=NOC(=C1)C(C)O)OC 1-(3-(4-Fluoro-3-methoxyphenyl)isoxazol-5-yl)ethan-1-ol